ClC=1N=CC2=C(C=CC(=C2C1)C(=C)C)C1CN(C1)C(=O)OC(C)(C)C tert-butyl 3-(3-chloro-5-(prop-1-en-2-yl)isoquinolin-8-yl)azetidine-1-carboxylate